Boc-6-aminohexanoic acid succinate C(CCC(=O)O)(=O)O.C(=O)(OC(C)(C)C)C(C(=O)O)CCCCN